N1=CN=CC2=CC3=C(C=C12)NC(C3)=O pyrrolo[3,2-g]quinazolin-7(8H)-one